C1(=CC=CC=C1)P(C1=CC=CC=C1)(C1=CC=CC=C1)=CC(=O)OCC1=CC=CC=C1 Benzyl (triphenylphosphoranylidene)acetate